N-(5-((4-((1-(cyclopropanecarbonyl)azetidin-3-yl)oxy)phenyl)ethynyl)-8-(methylamino)-2,7-naphthyridin-3-yl)cyclopropanecarboxamide C1(CC1)C(=O)N1CC(C1)OC1=CC=C(C=C1)C#CC1=C2C=C(N=CC2=C(N=C1)NC)NC(=O)C1CC1